4-bromo-1-p-toluenesulfonyl-1H-pyrrole-2-carbaldehyde BrC=1C=C(N(C1)S(=O)(=O)C1=CC=C(C)C=C1)C=O